O1COC2C1CCO2 tetrahydrofuro[2,3][1,3]dioxole